caesium fluoride [F-].[Cs+]